2-trimethylsilylethyl 2-(4-bromophenyl)acetate BrC1=CC=C(C=C1)CC(=O)OCC[Si](C)(C)C